(S)-7-(4-(2-((2-oxaspiro[3.3]heptane-6-yl)oxy)-5-fluorophenyl)piperidin-1-yl)-5-oxa-2-azaspiro[3.4]octane-2-carbonitrile C1OCC12CC(C2)OC2=C(C=C(C=C2)F)C2CCN(CC2)[C@@H]2COC1(CN(C1)C#N)C2